1,1,1-Tris(diphenylphosphinomethyl)ethane C1(=CC=CC=C1)P(C1=CC=CC=C1)CC(C)(CP(C1=CC=CC=C1)C1=CC=CC=C1)CP(C1=CC=CC=C1)C1=CC=CC=C1